Benzyl 4-(3-((tert-butoxycarbonyl)(methyl)amino)propoxy)piperidine-1-carboxylate C(C)(C)(C)OC(=O)N(CCCOC1CCN(CC1)C(=O)OCC1=CC=CC=C1)C